N-(2-(5-isopropyl-1,4-diazepan-1-yl)pyrimidin-4-yl)-1H-indazol-5-amine C(C)(C)C1NCCN(CC1)C1=NC=CC(=N1)NC=1C=C2C=NNC2=CC1